FC1CC(C1)(CC1=NN=CN1C)C=1C=C(N)C=CC1 3-(3-fluoro-1-((4-methyl-4H-1,2,4-triazol-3-yl)methyl)cyclobutyl)aniline